2-tert-Butylphenylacrylat C(C)(C)(C)C1=C(C=CC=C1)OC(C=C)=O